FC1=CC=C(C=C1)N1C2CC3CNNC3NC2CC1C1CCOCC1 10-(4-Fluorophenyl)-11-tetrahydropyran-4-yl-2,4,5,10-tetraazatricyclo[7.3.0.03,7]dodecane